[Si](C)(C)(C(C)(C)C)OCCCCNC(=O)CC(=O)OCC ethyl 2-({4-[(tert-butyldimethylsilyl)oxy]butyl}carbamoyl)acetate